OC1=C(C=C(C=C1)CCOC(C(=C)C)=O)N1N=C2C(=N1)C=CC=C2 2-[2'-hydroxy-5'-methacryloyloxyethyl-phenyl]-2H-benzotriazole